ClC=1C(=C(C=CC1)C1(CN(CC1)C(=O)OC(C)(C)C)NC1=CC(=C2C=CC=NC2=C1)OC)C tert-butyl 3-(3-chloro-2-methylphenyl)-3-[(5-methoxyquinolin-7-yl)amino]pyrrolidine-1-carboxylate